C(C)(C)(C)C=1N=C(OC1)CC1CCN(CC1)C(=O)N1C[C@@H]2[C@@H](OCC(N2)=O)CC1 |r| rac-(4aR,8aS)-6-[4-[(4-tert-butyloxazol-2-yl)methyl]piperidine-1-carbonyl]-4,4a,5,7,8,8a-hexahydropyrido[4,3-b][1,4]oxazin-3-one